CC=1CCCCC1 2-methyl-2-cyclohexene